(2-((1-(Morpholinosulfonyl)-5-phenylpiperidin-3-yl)methoxy)pyridin-4-yl)methanamine 2,2,2-trifluoroacetate FC(C(=O)O)(F)F.O1CCN(CC1)S(=O)(=O)N1CC(CC(C1)C1=CC=CC=C1)COC1=NC=CC(=C1)CN